tert-butyl 6-(3-bromo-4-(5-chloro-6-methyl-1-tosyl-1H-indazol-4-yl)-5-methyl-1H-pyrazol-1-yl)-2-azaspiro[3.3]Heptane-2-carboxylate BrC1=NN(C(=C1C1=C2C=NN(C2=CC(=C1Cl)C)S(=O)(=O)C1=CC=C(C)C=C1)C)C1CC2(CN(C2)C(=O)OC(C)(C)C)C1